5-[4-amino-5-(trifluoromethyl)-pyrrolo[2,1-f][1,2,4]triazin-7-yl]-N-[(3R,4S)-4-fluoro-1-[1-(2-hydroxyphenyl)ethyl]-pyrrolidin-3-yl]-2-methoxy-pyridine-3-carboxamide NC1=NC=NN2C1=C(C=C2C=2C=C(C(=NC2)OC)C(=O)N[C@@H]2CN(C[C@@H]2F)C(C)C2=C(C=CC=C2)O)C(F)(F)F